C(C1=CC=CC=C1)OC=1C=2C(CC2C=C(C1)C)Cl 2-benzyloxy-8-chloro-4-methyl-bicyclo[4.2.0]Oct-1(6),2,4-triene